[N+](=O)([O-])C1=CC=C(O1)COC1=CC2=NC3=CC(CC=C3N=C2C=C1)=O 7-[(5-Nitrofuran-2-yl)methoxy]-3H-phenazin-3-one